N1(N=CN=C1)C1=CC=C(CN2C3=C(OCC2=O)C=CC(=C3)C(=O)NO)C=C1 4-(4-(1H-1,2,4-triazol-1-yl)benzyl)-N-hydroxy-3-oxo-3,4-dihydro-2H-benzo[b][1,4]oxazine-6-carboxamide